FC1(CNC1)COC1=NOC(=C1C1=CC=2N(C=C1)N=C(C2)NC(=O)C2CC2)C N-[5-[3-[(3-fluoroazetidin-3-yl)methoxy]-5-methyl-isoxazol-4-yl]pyrazolo[1,5-a]pyridin-2-yl]cyclopropanecarboxamide